3-(4-tert-butylphenyl)carbazol-9-amine C(C)(C)(C)C1=CC=C(C=C1)C=1C=CC=2N(C3=CC=CC=C3C2C1)N